4-({3-chloro-4-[(1S,4S)-2-oxa-5-azabicyclo[2.2.1]heptane-5-carbonyl]pyridin-2-yl}amino)-3-cyclopropyl-5-fluoro-N-[imidazolidin-2-ylidene]benzamide ClC=1C(=NC=CC1C(=O)N1[C@@H]2CO[C@H](C1)C2)NC2=C(C=C(C(=O)N=C1NCCN1)C=C2F)C2CC2